2-(((S)-2-methylpyrrolidin-1-yl)methyl)-1H-benzo[d]imidazol C[C@@H]1N(CCC1)CC1=NC2=C(N1)C=CC=C2